C(CCCCCCCCC)C(C(=O)O)CCCCCCCCCCCCC 2-decylpentadecanoic acid